C(C)(C)(C)OC(=O)N1C[C@@H]([C@@H](CC1)NC1=CC=CC2=C1N=C(O2)I)F (3S,4R)-3-fluoro-4-((2-iodobenzo[d]oxazol-4-yl)amino)piperidine-1-carboxylic acid tert-butyl ester